4-[[2-amino-5-[[4-[(Z)-non-2-enoxy]-4-oxo-butanoyl]amino]pentanoyl]amino]butyl 2-hexyldecanoate C(CCCCC)C(C(=O)OCCCCNC(C(CCCNC(CCC(=O)OC\C=C/CCCCCC)=O)N)=O)CCCCCCCC